5-((R)-morpholin-3-carboxamido)-2-oxohexandiamid N1[C@H](COCC1)C(=O)NC(CCC(C(=O)N)=O)C(=O)N